O.[Pt+2] platinum (ii) hydrate